NC1=CC=C(C=C1)C1=CC=C(C=C1)C=1C=C(C=C(C1)C1=CC=C(C=C1)C1=CC=C(C=C1)N)C1=CC=C(C=C1)C1=CC=C(C=C1)N 5''-(4'-amino[1,1'-biphenyl]-4-yl)[1,1':4',1'':3'',1''':4''',1''''-quinquephenyl]-4,4''''-diamine